BrC=1C(=C(C=CC1F)NC(=O)N1CC=2C(=NN3C2C(CC[C@@H](C3)O)(F)F)CC1)F (S)-N-(3-Bromo-2,4-difluorophenyl)-11,11-difluoro-8-hydroxy-3,4,8,9,10,11-hexahydro-1H-pyrido[4',3':3,4]pyrazolo[1,5-a]azepine-2(7H)-carboxamide